BrC(C(=O)N)=C 2-BromoAcrylamide